FC1=C(C(=O)O)C=CC(=C1)C=1N=NN(C1)C 2-fluoro-4-(1-methyltriazol-4-yl)benzoic acid